1-((1-oxo-1,3-dihydroisobenzofuran-5-yl)amino)cyclobutanecarbonitrile O=C1OCC2=CC(=CC=C12)NC1(CCC1)C#N